2'-fluoro-6'-hydroxy-[1,1'-biphenyl] FC1=C(C(=CC=C1)O)C1=CC=CC=C1